ClC=1C=CC=C2[C@H](CCOC12)NC(=O)NC1=NN(C=C1)C1=CC=C(C(=O)N(C)C)C=C1 4-[3-[[(4S)-8-chlorochroman-4-yl]carbamoylamino]pyrazol-1-yl]-N,N-dimethyl-benzamide